4,5-dichloro-N-(pyridin-3-yl)-2-(4-(trifluoromethoxy)phenoxy)benzamide ClC1=CC(=C(C(=O)NC=2C=NC=CC2)C=C1Cl)OC1=CC=C(C=C1)OC(F)(F)F